1-((2-azidoallyl)sulfonyl)-2-methoxybenzene N(=[N+]=[N-])C(CS(=O)(=O)C1=C(C=CC=C1)OC)=C